2-((2-chloro-5-iodo-7-((2-(trimethylsilyl)ethoxy)methyl)-7H-pyrrolo[2,3-d]pyrimidin-4-yl)oxy)ethan-1-ol ClC=1N=C(C2=C(N1)N(C=C2I)COCC[Si](C)(C)C)OCCO